C1(=CC=CC=C1)C1(C=CC2=C(O1)C=1C=3C=CC=C(C3C(=CC1C1=C2C(C=2C=C(C=CC21)C(F)(F)F)(C)C)Br)O)C2=CC=C(C=C2)N2CCOCC2 6-phenyl-6-(4-morpholinylphenyl)-9,9-dimethyl-1-hydroxy-15-bromo-11-trifluoromethyl-6H,9H-indeno[2',3':2,1]phenanthro[4,3-b]pyran